5-Ethylamino-2-[3-(triethoxysilyl)propyl]-2H-tetrazol C(C)NC=1N=NN(N1)CCC[Si](OCC)(OCC)OCC